C1=CC=CC=2C3=CC=CC=C3C(C12)COC(=O)N([C@H](C(=O)N(C)[C@@H](CC(=O)O)C(=O)N1CCOCC1)C1CCCC1)C (S)-3-((S)-2-((((9H-fluoren-9-yl)methoxy)carbonyl)(methyl)amino)-2-cyclopentyl-N-methylacetamido)-4-morpholino-4-oxobutanoic acid